N-[5-chloro-4-(7-fluoro-3-isopropyl-2-methyl-indazol-5-yl)-2-pyridyl]-3-(methanesulfonamido)cyclohexanecarboxamide ClC=1C(=CC(=NC1)NC(=O)C1CC(CCC1)NS(=O)(=O)C)C1=CC2=C(N(N=C2C(=C1)F)C)C(C)C